IC1=CN(C2=CC=CC=C12)S(=O)(=O)C1=CC=C(C)C=C1 3-iodo-1-tosyl-1H-indole